C1(CC1)C1=NN=C(N1C=1C=C(C=CC1)NC(C)=O)S N-[3-(3-cyclopropyl-5-mercapto-4H-1,2,4-triazol-4-yl)phenyl]acetamide